OCC(=O)NNC(CCC)=O butyric acid-2-(2-hydroxyacetyl) hydrazide